N1(CC1)CCC(=O)O.N1(CC1)CCC(=O)O.N1(CC1)CCC(=O)O.C(O)C(CC)(CO)CO trimethylolpropane tris[beta-(N-aziridinyl) propionate]